N-(3-(4,4-difluoropiperidin-1-yl)-4-(1H-imidazol-1-yl)phenyl)-4-(ethylsulfonamido)-2-(6-azaspiro[2.5]octan-6-yl)benzamide FC1(CCN(CC1)C=1C=C(C=CC1N1C=NC=C1)NC(C1=C(C=C(C=C1)NS(=O)(=O)CC)N1CCC2(CC2)CC1)=O)F